CC1=NC(=C(C(=N1)Cl)N)Cl 2-methyl-4,6-dichloro-5-aminopyrimidine